bis(1,1-dimethyl-5-aminopentyl)benzene CC(CCCCN)(C)C1=C(C=CC=C1)C(CCCCN)(C)C